potassium iodate salt I(=O)(=O)[O-].[K+]